(3R,4R)-3,4-dihydroxyproline O[C@@H]1[C@H](NC[C@H]1O)C(=O)O